COC1=CC2=CC3=C(C(OC3)=O)C(=C2C=C1OC)C=1C=NC(=CC1)N(CC(CC)C)C 6,7-dimethoxy-9-(6-(methyl(2-methylbutyl)amino)pyridin-3-yl)naphtho[2,3-c]furan-1(3H)-one